BrC(C(=O)C1=CC(=CC=C1)C)C(C1=CC=CC=C1)Br 2,3-dibromo-1-(3-methylphenyl)-3-phenylpropan-1-one